(Z)-2-hexenoate C(\C=C/CCC)(=O)[O-]